dichloro[1,3-bis(2,6-diisopropylphenyl)imidazol-2-ylidene](3-chloropyridyl)palladium(II) Cl[Pd-3](C1=NC=CC=C1Cl)(=C1N(C=CN1C1=C(C=CC=C1C(C)C)C(C)C)C1=C(C=CC=C1C(C)C)C(C)C)Cl